(1-hydroxy-3,3-dimethylbut-2-yl)carbamic acid tert-butyl ester C(C)(C)(C)OC(NC(CO)C(C)(C)C)=O